Cl.N[C@H](C)C=1C=C(OCCCCCOCCCOCCNC2=C3CN(C(C3=CC=C2)=O)C2C(NC(CC2)=O)=O)C=CC1 3-(4-(2-(3-(5-(3-((R)-1-aminoethyl)phenoxy)pentyloxy)propoxy)ethylamino)-1-oxoisoindolin-2-yl)piperidine-2,6-dione hydrochloride